iodooxapentan IC(O)CCC